NC1=CC=CC(=N1)S(=O)(=O)NC(=O)C=1C(=NC(=C(C1)F)OC(C)C)N1C(CC(C1)C)(C)C N-[(6-Amino-2-pyridyl)sulfonyl]-5-fluoro-6-isopropoxy-2-(2,2,4-trimethylpyrrolidin-1-yl)pyridin-3-carboxamid